NC1=CC2=C(N(C(N2C)=O)C)C=C1 5-amino-1,3-dimethyl-1,3-dihydro-2H-benzo[d]imidazol-2-one